8,8'-((((1S,2S)-2-(hydroxymethyl)-cyclopropyl)meth-yl)azanediyl)bis-(N,N-didecyloctan-amide) OC[C@@H]1[C@H](C1)CN(CCCCCCCC(=O)N(CCCCCCCCCC)CCCCCCCCCC)CCCCCCCC(=O)N(CCCCCCCCCC)CCCCCCCCCC